1-ethyl-6-fluoro-7-(4-(3-(methoxymethyl)benzyl)piperazin-1-yl)-4-oxo-1,4-dihydroquinoline-3-carboxylic acid C(C)N1C=C(C(C2=CC(=C(C=C12)N1CCN(CC1)CC1=CC(=CC=C1)COC)F)=O)C(=O)O